P(O)(=O)(OP(=O)(O)OP(=O)(O)O)OC[C@@H]1[C@H]([C@H]([C@@H](O1)C1=C(N(C(=O)NC1=O)C)F)O)O 1-methyl-6-fluoro-pseudouridine triphosphate